(S)-2-((1-(2-(4,4-dimethylpiperidin-1-yl)-7-methyl-4-oxo-4H-pyrido[1,2-a]pyrimidin-9-yl)ethyl)amino)benzoic acid CC1(CCN(CC1)C=1N=C2N(C(C1)=O)C=C(C=C2[C@H](C)NC2=C(C(=O)O)C=CC=C2)C)C